O=C1N(CCC(N1)=O)C=1C=C(OCC=O)C=CC1C 2-(3-(2,4-dioxotetrahydropyrimidin-1(2H)-yl)-4-methylphenoxy)acetaldehyde